2,2-diheptyl-1,3-propanediol C(CCCCCC)C(CO)(CO)CCCCCCC